C(CCC(OC)=N)(OC)=N dimethyl succinimidate